COC1=C(C=CC=C1)CC(=O)NC1=CC(=C(C=C1)N1N=C(N=C1)C(F)(F)F)S(N)(=O)=O 2-(2-methoxyphenyl)-N-{3-sulfamoyl-4-[3-(trifluoromethyl)-1H-1,2,4-triazol-1-yl]phenyl}acetamide